FC1=NN(C=C1C(=O)N)C 3-fluoro-methyl-1H-pyrazol-4-carboxamide